(R)-1-(5,6-difluoro-1-((5-fluoropyridin-2-yl)methyl)-1H-benzo[d]imidazol-2-yl)-4,4-difluoropiperidin-3-amine FC1=CC2=C(N(C(=N2)N2C[C@H](C(CC2)(F)F)N)CC2=NC=C(C=C2)F)C=C1F